CC1(N(C(CCC1)(C)C)C(C(=O)O)(CCCCCCCC(=O)O)N1C(CCCC1(C)C)(C)C)C.C1(=CC=CC=C1)C#CC1=CC=C(C=C1)C=1NC=CC1 [4-(2-phenylethynyl)phenyl]pyrrole bis(2,2,6,6-tetramethyl-piperidyl)sebacate